5-fluoro-3-iodo-6-(2-methoxy-ethoxy)-1H-indazole FC=1C=C2C(=NNC2=CC1OCCOC)I